[Si](C)(C)(C(C)(C)C)OCC1=CC(=NC=C1C)C(C(C(=O)OC(C)(C)C)(C)C)C1=C(C=2N(C=C1)C(=NN2)C(F)F)C tert-Butyl 3-(4-(((tert-butyldimethylsilyl)oxy)methyl)-5-methylpyridin-2-yl)-3-(3-(difluoromethyl)-8-methyl-[1,2,4]triazolo[4,3-a]pyridin-7-yl)-2,2-dimethylpropanoate